[Na].FS(=N)F difluorosulfimide sodium salt